C(C(=C)C)(=O)OCCC[Si](OC)(OC)OC γ-methacryloyloxypropyl-tri-methoxy-silane